FC(S(=O)(=O)N1CCCN(CCN(CCCN(CCN(CC1)S(=O)(=O)C(F)(F)F)S(=O)(=O)C(F)(F)F)S(=O)(=O)C(F)(F)F)S(=O)(=O)C(F)(F)F)(F)F 1,5,8,12,15-penta(trifluoromethylsulfonyl)-1,5,8,12,15-pentaazacycloheptadecane